4-(((5-acryloyl-5-azaspiro[2.5]octan-8-yl)amino)methyl)-N-(4-(4-morpholinyl-7H-pyrrolo[2,3-d]pyrimidin-6-yl)phenyl)picolinamide C(C=C)(=O)N1CC2(CC2)C(CC1)NCC1=CC(=NC=C1)C(=O)NC1=CC=C(C=C1)C1=CC2=C(N=CN=C2N2CCOCC2)N1